C(C=CC=CCCCCCCCCCCCCCCC)(=O)C(O)(C[N+](C)(C)C)CC([O-])=O 14Z-eicosadienoyl-carnitine